C(C)(C)(C)OC(=O)NCC1CCN(CC1)C1CCN(CC1)C(=O)OCC1=CC=CC=C1 benzyl 4-(((tert-butoxycarbonyl)amino)methyl)-[1,4'-bipiperidine]-1'-carboxylate